Sodium Stearate Lactate C(C(O)C)(=O)[O-].C(CCCCCCCCCCCCCCCCC)(=O)O.[Na+]